((2-chloro-4-methylphenoxy)methyl)benzonitrile ClC1=C(OCC2=C(C#N)C=CC=C2)C=CC(=C1)C